CC1(OB(OC1(C)C)C1=CC(=NC=C1)N1CCN(CC1)C(=O)OCC1=CC=CC=C1)C benzyl 4-[4-(4,4,5,5-tetramethyl-1,3,2-dioxaborolan-2-yl) pyridin-2-yl]piperazine-1-carboxylate